[Ni](O)O.[Mn].[Fe] iron-manganese nickel hydroxide